2-[3-(5-chloro-2-methylpyridine-3-sulfonamido)-2,6-difluorophenyl]-N-methylimidazo[1,5-b]pyridazine-5-carboxamide ClC=1C=C(C(=NC1)C)S(=O)(=O)NC=1C(=C(C(=CC1)F)C=1C=CC=2N(N1)C=NC2C(=O)NC)F